cyanoindanone C(#N)C1C(C2=CC=CC=C2C1)=O